BrC1=CC=C2C(C(NS2(=O)=O)=O)=C1C(=O)OC methyl 5-bromo-3-oxo-2,3-dihydrobenzo[d]isothiazole-4-carboxylate 1,1-dioxide